N-(1-(3-aminopropyl)piperidin-4-yl)-2-(4-methoxyphenyl)quinolin-4-amine NCCCN1CCC(CC1)NC1=CC(=NC2=CC=CC=C12)C1=CC=C(C=C1)OC